1-(5-(3-chloro-4-phenoxyphenyl)-1,2,4-oxadiazol-3-yl)-1H-indole ClC=1C=C(C=CC1OC1=CC=CC=C1)C1=NC(=NO1)N1C=CC2=CC=CC=C12